1-oxa-12-cyclohexadecen O1CCCCCCCCCCC=CCCC1